CC=1OC2=C(N1)C=CC=C2O methyl-7-hydroxy-benzoxazole